Cl.C(C)(C)C1=C(OC=2C=CC(=C(C2)C[O-])C2CN(CC2)CC2=NC=CC=C2C)C=CC=C1 (5-(2-isopropylphenoxy)-2-(1-((3-methylpyridin-2-yl)methyl)pyrrolidin-3-yl)phenyl)methanolate hydrochloride